2,6-difluoropyridine-3-carboxylic acid FC1=NC(=CC=C1C(=O)O)F